OC(C(=O)O)C(CO)(C)C 2,4-dihydroxy-3,3-dimethylbutanoic acid